[Br].[Pb].[Cs] Cesium-lead bromine